COC=1C=C2C=CC(OC2=C(C1OC)OC)=O 6,7,8-trimethoxycoumarin